C(CC=C)C1=CC(=CC(N1C1=CC(=NC=C1C=C)Cl)=O)O 6-(but-3-en-1-yl)-2'-chloro-4-hydroxy-5'-vinyl-2H-[1,4'-bipyridin]-2-one